N1CC(C1)OC=1C=C(C(=NC1)C(=O)NC)F 5-(Azetidin-3-yloxy)-3-fluoro-N-methylpyridine-2-carboxamide